BrC1=C(SC=C1)CCC(=O)N 3-(3-bromothiophen-2-yl)propionamide